C(C1=CC=CC=C1)N(CCOCCOCCC(=O)OC1=C(C(=C(C(=C1F)F)F)F)F)CC1=CC=CC=C1 Perfluorophenyl 3-(2-(2-(dibenzylamino)ethoxy) ethoxy)-propanoate